4,6-Difluoro-N-(2-((4R,5R)-1-methyl-7-oxa-1-azaspiro[4.4]nonan-4-yl)thieno[2,3-b]pyridin-4-yl)benzo[d]thiazol-5-amine FC1=C(C(=CC2=C1N=CS2)F)NC2=C1C(=NC=C2)SC(=C1)[C@@H]1CCN([C@@]12COCC2)C